4-((5-((8-(4-fluoro-2-isopropoxyphenyl)quinazolin-2-yl)amino)-2-methylphenyl)carbamoyl)benzoic acid FC1=CC(=C(C=C1)C=1C=CC=C2C=NC(=NC12)NC=1C=CC(=C(C1)NC(=O)C1=CC=C(C(=O)O)C=C1)C)OC(C)C